C(C)(C)(C)C1=C(O[Ca]OC2=C(C=C(C=C2C(C)(C)C)CN(C)C)C(C)(C)C)C(=CC(=C1)CN(C)C)C(C)(C)C bis[2,6-di-tert-butyl-4-(dimethylaminomethyl)phenoxy]-calcium